(4R)-4-(4,4-diethyl-2-imino-6-oxo-hexahydropyrimidin-1-yl)-N-[(4S)-2,2-dimethylchroman-4-yl]-1,1-dioxo-3,4-dihydro-2H-thiochromene-6-carboxamide C(C)C1(NC(N(C(C1)=O)[C@@H]1CCS(C2=CC=C(C=C12)C(=O)N[C@H]1CC(OC2=CC=CC=C12)(C)C)(=O)=O)=N)CC